C1=C(C=CC=2OC3=C(C21)C=CC=C3)C=3C=C(C=CC3)N3C2=CC=CC=C2C=2C=CC=CC32 9-[3-(dibenzofuran-2-yl)phenyl]-9H-carbazole